FC=1C(=CC(=C(C(=O)NC2=CC(=CC=C2)C(F)(F)F)C1)O[C@@H](C)CCC)N1N=C2N(CCCC2)C1=O 5-fluoro-4-(3-oxo-5,6,7,8-tetrahydro[1,2,4]triazolo[4,3-a]pyridin-2(3H)-yl)-2-[(2S)-pent-2-yloxy]-N-[3-(trifluoromethyl)phenyl]benzamide